N-methyl-4-[5-(trifluoromethyl)-1,2,4-oxadiazol-3-yl]benzenecarboxamide CNC(=O)C1=CC=C(C=C1)C1=NOC(=N1)C(F)(F)F